[Cl-].C(C=C)(=O)NCCC[N+](C)(C)C acrylamidopropyl-trimethyl-ammonium chloride